1-Ethoxycarbonylpropyl 2-chloro-5-(3,5-dimethyl-2,6-dioxo-4-thioxo-1,3,5-triazinan-1-yl)-4-fluoro-benzoate ClC1=C(C(=O)OC(CC)C(=O)OCC)C=C(C(=C1)F)N1C(N(C(N(C1=O)C)=S)C)=O